N-(3-(1H-Imidazol-1-yl)-5-Methoxyphenyl)-8-(trifluoromethyl)quinolin-4-amine N1(C=NC=C1)C=1C=C(C=C(C1)OC)NC1=CC=NC2=C(C=CC=C12)C(F)(F)F